methyl (S)-3-(8-chloro-1-((2-(diethylamino)ethyl)thio)-6-(2-fluorophenyl)-4H-benzo[f][1,2,4]triazolo[4,3-a][1,4]diazepin-4-yl)propionate ClC=1C=CC2=C(C(=N[C@H](C=3N2C(=NN3)SCCN(CC)CC)CCC(=O)OC)C3=C(C=CC=C3)F)C1